FC=1C=2N(C=C(C1C(C)(C)O)NC(C1=NC(=CC=C1)C(F)(F)F)=O)C=C(N2)C2CCNCC2 N-(8-fluoro-7-(2-hydroxypropan-2-yl)-2-(piperidin-4-yl)imidazo[1,2-a]pyridin-6-yl)-6-(trifluoromethyl)picolinamide